C(C)(C)(C)C1=CC=C(C=C1)SC1=CC=C(C(=O)C2=CC=C(C=C2)SC2=CC=C(C=C2)C(C)(C)C)C=C1 4,4'-bis(p-tert-butylphenylthio)benzophenone